N-((3R,4S)-4-((6-(2,6-dichloro-3,5-di-methoxyphenyl)-8-(2-oxa-7-azaspiro[4.4]nonan-7-yl)pyrido[3,4-d]pyrimidin-2-yl)amino)tetrahydro-furan-3-yl)acrylamide ClC1=C(C(=C(C=C1OC)OC)Cl)C1=CC2=C(N=C(N=C2)N[C@H]2[C@H](COC2)NC(C=C)=O)C(=N1)N1CC2(CCOC2)CC1